L-(+)-2-aminopentanoic acid N[C@H](C(=O)O)CCC